racemic-2-(4-bromo-3,5-dimethoxyphenyl)oxolane BrC1=C(C=C(C=C1OC)[C@@H]1OCCC1)OC |r|